r-butyl peroxypivalate C(C(C)(C)C)(=O)OOCCCC